pentenimine C(C=CCC)=N